C(C)(C)(C)OC(=O)N1CC(C1)C=1OC(=NN1)C(=O)C12CC(C1)(C2)NC(COC2=CC(=C(C=C2)Cl)F)=O 3-[5-[3-[[2-(4-Chloro-3-fluoro-phenoxy)acetyl]amino]-1-bicyclo[1.1.1]pentanoyl]-1,3,4-oxadiazol-2-yl]azetidine-1-carboxylic acid tert-butyl ester